C(C)OC(=O)C1=CN=C(N(C1=O)C1=CC=C(C=C1)F)SC(C)C 1-(4-fluorophenyl)-2-(isopropylsulfanyl)-6-oxo-1,6-dihydropyrimidine-5-carboxylic acid ethyl ester